tert-butyl (8-((3-(2,6-dioxopiperidin-3-yl)-2-methyl-4-oxo-3,4-dihydroquinazolin-5-yl)amino)octyl)carbamate O=C1NC(CCC1N1C(=NC2=CC=CC(=C2C1=O)NCCCCCCCCNC(OC(C)(C)C)=O)C)=O